bromo(propan-2-yl)zinc Br[Zn]C(C)C